COC1=CC=2C(=C3C(=NC2C=C1COCCN1CCCC1)CCC3)N[C@@H](COC)C 7-methoxy-N-[(2R)-1-methoxypropan-2-yl]-6-{[2-(pyrrolidin-1-yl)ethoxy]methyl}-1H,2H,3H-cyclopenta[b]quinolin-9-amine